(R)-6-((benzyloxy)methyl)-2-(1H-pyrazol-4-yl)-4,5,7,8-tetrahydro-3-oxa-1-thia-5a,8-diazabenzo[cd]azulen-9(6H)-one C(C1=CC=CC=C1)OC[C@@H]1N2C=3C(=C(SC3C(NC1)=O)C=1C=NNC1)OCC2